FC=1C=C(C=CC1C(=O)N1C[C@H](N([C@@H](C1)C)C(C1=C(C=C(C=C1)OC)F)=O)C)NC(C)=O N-(3-fluoro-4-((3R,5R)-4-(2-fluoro-4-methoxybenzoyl)-3,5-dimethylpiperazine-1-carbonyl)phenyl)acetamide